4-nitro-2-(2-(2-(tosyloxy)ethoxy)phenoxy)4-methylbenzenesulfonic acid ethyl ester C(C)OS(=O)(=O)C1=C(CC(C=C1)(C)[N+](=O)[O-])OC1=C(C=CC=C1)OCCOS(=O)(=O)C1=CC=C(C)C=C1